9,9',9'',9'''-(4-(2-(2,6-diphenylpyrimidin-4-yl)phenyl)pyridine-2,3,5,6-tetrayl)tetrakis(3,6-dimethyl-9H-carbazole) C1(=CC=CC=C1)C1=NC(=CC(=N1)C1=C(C=CC=C1)C1=C(C(=NC(=C1N1C2=CC=C(C=C2C=2C=C(C=CC12)C)C)N1C2=CC=C(C=C2C=2C=C(C=CC12)C)C)N1C2=CC=C(C=C2C=2C=C(C=CC12)C)C)N1C2=CC=C(C=C2C=2C=C(C=CC12)C)C)C1=CC=CC=C1